3-hydroxy-4,9-dimethoxypterocarpan OC=1C=CC=2[C@@H]3OC4=CC(=CC=C4[C@@H]3COC2C1OC)OC